BrC=1C(=C(C(=O)O)C=CC1OC)NC bromo-4-methoxy-2-(methylamino)benzoic acid